3-[[6-(difluoromethoxy)-4-[2-(3-pyridylamino)pyrazolo[1,5-a]pyridin-5-yl]-3-pyridyl]oxy]-2,2-dimethyl-propanenitrile FC(OC1=CC(=C(C=N1)OCC(C#N)(C)C)C1=CC=2N(C=C1)N=C(C2)NC=2C=NC=CC2)F